C(CCCCCCCCCCCCCCCCCCCCCCC)(=O)C(OP(OC[C@@H](CO)OO)(=O)[O-])C[N+](C)(C)C lignoceroyl-2-hydroxysn-glycero-3-phosphocholine